(S)-8-(1-acryloyl-3-pyrrolidinyl)-2-((3-methyl-4-(4-methyl-1-piperazinyl)phenyl)amino)-6-phenyl-7(8H)-pteridinone C(C=C)(=O)N1C[C@H](CC1)N1C(C(=NC=2C=NC(=NC12)NC1=CC(=C(C=C1)N1CCN(CC1)C)C)C1=CC=CC=C1)=O